C(C)(C)(C)OC(=O)O[C@@H]1[C@H]([C@H](N(C1)C(=O)OC(C)(C)C)CC1=CC=C(C=C1)C#C)OC(NCCC1=CC=NC=C1)=O tert-butyl (2R,3S,4S)-4-[(tert-butoxycarbonyl)oxy]-2-[(4-ethynylphenyl)methyl]-3-({[2-(pyridin-4-yl)ethyl]carbamoyl}oxy)pyrrolidine-1-carboxylate